BrC=1C=C(C#N)C=C(C1)SC 3-bromo-5-(methylsulfanyl)benzonitrile